(S)-2-(cyanomethyl)-4-(6-ethyl-2-(((S)-1-methylpyrrolidin-2-yl)methoxy)-7-(naphthalen-1-yl)-8-oxo-7,8-dihydropyrimido[5,4-d]Pyrimidin-4-yl)piperazine-1-carboxylic acid benzyl ester C(C1=CC=CC=C1)OC(=O)N1[C@H](CN(CC1)C=1C2=C(N=C(N1)OC[C@H]1N(CCC1)C)C(N(C(=N2)CC)C2=CC=CC1=CC=CC=C21)=O)CC#N